methyl-((3R)-3-((3R,10S,13R,17R)-3-hydroxy-10,13-dimethyl-7-oxohexadecahydro-1H-cyclopenta[a]phenanthrene-17-yl)butyl)carbamate COC(NCC[C@@H](C)[C@H]1CCC2C3C(CC4C[C@@H](CC[C@@]4(C3CC[C@]12C)C)O)=O)=O